C(C(C)C)C(C(=O)O)C1=CC=CC=C1.C1(=CC=CC=C1)CC(=O)OCC(C)C ISOBUTYL phenylacetate (ISOBUTYL PHENYL ACETATE)